N1=CC(=CC=C1)C1=CC=C(C=C1)C1=C2C=CC=NC2=C(C(=C1)C1=CC=C(C=C1)C=1C=NC=CC1)[Li] 5,7-bis(4-(pyridin-3-yl)phenyl)-8-quinolinyllithium